Cl.ClC1=CC=C(N=N1)NC1[C@@H]2CNC[C@H]12 (1R,5S,6s)-N-(6-Chloropyridazin-3-yl)-3-azabicyclo[3.1.0]Hexane-6-amine hydrochloride